(Z)-9-hexadecenenitrile C(CCCCCCC\C=C/CCCCCC)#N